O=C(CCOCC(C)N1C=C(C2=C1C=NNC2=O)C(F)(F)F)N2CCN(CC2)C2=NC=C(C=N2)C(F)(F)F 1-(1-(3-oxo-3-(4-(5-(trifluoromethyl)pyrimidin-2-yl)piperazin-1-yl)propoxy)propan-2-yl)-3-(trifluoromethyl)-1,5-dihydro-4H-pyrrolo[2,3-d]pyridazin-4-one